S1C(=NC2=C1C=CC=C2)NC(=O)C2=CN=C(S2)Br N-(benzo[d]thiazol-2-yl)-2-bromothiazole-5-carboxamide